trans-racemic-tert-butyl 4-(2-((5-chloro-1-cyclopropyl-1H-pyrazol-4-yl)amino)-6-cyanoquinazolin-7-yl)-3-fluoropiperidine-1-carboxylate ClC1=C(C=NN1C1CC1)NC1=NC2=CC(=C(C=C2C=N1)C#N)[C@H]1[C@@H](CN(CC1)C(=O)OC(C)(C)C)F |r|